N1C(C(C2=CC=CC=C12)[2H])[2H] indoline-2,3-d2